COC1=CC=C(C=C1)C=1N(C(C2=CC(=CC(=C2C1)C(C)NC1=C(C(=O)O)C=CC=C1)C)=O)C 2-((1-(3-(4-methoxyphenyl)-2,7-dimethyl-1-oxo-1,2-dihydroisoquinolin-5-yl)ethyl)amino)benzoic acid